CC1=CC=C(C=N1)S(=O)(=O)C1=CC=C(C=C1)CNC(=O)C=1C=CC=2N(C1)C=CN2 N-{[4-(6-methylpyridine-3-sulfonyl)phenyl]methyl}imidazo[1,2-a]pyridine-6-carboxamide